Cl.Cl.C1=C(C=CC=2CCCCC12)O 5,6,7,8-tetrahydronaphthalen-2-ol dihydrochloride